tert-butyl (3R,4R)-3-fluoro-4-((R)-3-hydroxy-2-oxopyrrolidin-1-yl)piperidine-1-carboxylate F[C@@H]1CN(CC[C@H]1N1C([C@@H](CC1)O)=O)C(=O)OC(C)(C)C